1,3,5,7-tetraoxa-9-thia-2,4,6,8,10-penta-siladecane O[SiH2]O[SiH2]O[SiH2]O[SiH2]S[SiH3]